N-tetradecyl-N-dodecyl-tolylammonium tetrakis(perfluoronaphthalen-2-yl)borate FC1=C(C(=C(C2=C(C(=C(C(=C12)F)F)F)F)F)F)[B-](C1=C(C2=C(C(=C(C(=C2C(=C1F)F)F)F)F)F)F)(C1=C(C2=C(C(=C(C(=C2C(=C1F)F)F)F)F)F)F)C1=C(C2=C(C(=C(C(=C2C(=C1F)F)F)F)F)F)F.C(CCCCCCCCCCCCC)[NH+](CCCCCCCCCCCC)C1=C(C=CC=C1)C